ClC1=CC(=C(COC2=CC=CC(=N2)C2CCN(CC2)CC2=NC3=C(N2C[C@H]2OCC2)C=CC(=C3)C#N)C=C1)F (S)-2-((4-(6-((4-chloro-2-fluorobenzyl)oxy)pyridin-2-yl)piperidin-1-yl)methyl)-1-(oxetan-2-ylmethyl)-1H-benzo[d]imidazole-5-carbonitrile